Methyl 4-amino-2-oxo-7-(trifluoromethyl)-1-(4-(2-(trimethylsilyl) ethynyl) phenyl)-1,2-dihydroquinoline-3-carboxylate NC1=C(C(N(C2=CC(=CC=C12)C(F)(F)F)C1=CC=C(C=C1)C#C[Si](C)(C)C)=O)C(=O)OC